COC1=C(C=CC=C1)C(CC1=CC=CC=C1)=O 1-(2-methoxyphenyl)-2-phenylethanone